BrCC(CC1=C(N=C(S1)N(C)C(=O)OC(C)(C)C)C(=O)OCC)O ethyl 5-(3-bromo-2-hydroxypropyl)-2-{[(tert-butoxy)carbonyl](methyl)amino}-1,3-thiazole-4-carboxylate